COCCOCCCC(=O)N (E)-4-(2-methoxyethoxy)butanamide